COC1=C(C=CC=C1OC)N1C(SC=C1C=1C=C(C(=O)NCCCCN2CCN(CC2)C(=O)OC(C)(C)C)C=CC1)=O 3-(3-(2,3-dimethoxyphenyl)-4-thiazolinonyl)-N-(4-Boc-piperazinobutyl)benzamide